C(C)(=O)C1=NN(C2=CC=C(C=C12)Br)CC(=O)N(C(C)C)CC(=O)NCC1=C(C(=CC=C1)Cl)F 2-(3-acetyl-5-bromo-1H-indazol-1-yl)-N-(2-((3-chloro-2-fluorobenzyl)amino)-2-oxoethyl)-N-isopropylacetamide